monosilane methacrylate C(C(=C)C)(=O)O.[SiH4]